C(C1=CC=CC=C1)N(CCO)C 2-(benzyl-(methyl)amino)ethan-1-ol